thio-diazinone S=P(SCC)(OCC)OC1=NC(=NC(=C1)C)C(C)C